xylophenone C1(=C(C(=CC=C1)C)C)C(=O)C1=CC=CC=C1